C(C1=CC=CC=C1)C(C(=O)NC=1C=NC2=C(C=CC=C2C1C)F)(CC1(CC1)C)C 2-benzyl-N-(8-fluoro-4-methyl-3-quinolyl)-2-methyl-3-(1-methyl-cyclopropyl)propan-amide